3-(9-(5-(aminomethyl)-1H-benzo[d]imidazol-2-yl)-4,5-dihydrobenzo[b]thieno[2,3-d]oxepin-8-yl)-6-(propylcarbamoyl)picolinic acid NCC1=CC2=C(NC(=N2)C2=CC3=C(OCCC4=C3SC=C4)C=C2C=2C(=NC(=CC2)C(NCCC)=O)C(=O)O)C=C1